ClC1=CC=C(C=C1)C(CCCC\C=C/C1=NC=CC=C1)=O (Z)-(4-chlorophenyl)-7-(pyridine-2-yl)hept-6-ene-1-one